FC(OC1=CC=C(C=C1)N1C(C(=CC2=C1N=C(N=C2)OCC)C=2C=CC1=C(N(C=N1)CC)C2)=O)F 8-(4-(difluoromethoxy)phenyl)-2-ethoxy-6-(1-ethyl-1H-benzo[d]imidazol-6-yl)pyrido[2,3-d]pyrimidin-7(8H)-one